3,6-nonadienol C(CC=CCC=CCC)O